C(CCCCC)N1N=CC(=C1)NC1=NC(=NC=C1)C1=CC=C(C=C1)N1C(NCC1)=O 1-(4-(4-((1-hexyl-1H-pyrazol-4-yl)amino)pyrimidin-2-yl)phenyl)imidazolidin-2-one